6-(2,6'-dimethylbenzylidene)-triazine CC1=C(C=C2C=CN=NN2)C(=CC=C1)C